(3-{[2-(4-Chlorophenyl)imidazo[1,2-a]pyrimidin-3-yl]methyl}-3,8-diazabicyclo[3.2.1]oct-8-yl)(6-methoxypyridin-2-yl)methanone ClC1=CC=C(C=C1)C=1N=C2N(C=CC=N2)C1CN1CC2CCC(C1)N2C(=O)C2=NC(=CC=C2)OC